difluoromethylthio benzenesulfonate C1(=CC=CC=C1)S(=O)(=O)OSC(F)F